COCC1C(NC(N1)=O)=O 5-methoxymethylimidazolidine-2,4-dione